C(C)C1=NC(=CC=C1NC1=CC=C(CNC(=O)C2CNC(C2)=O)C=C1)N1CCC(CC1)C N-(4-((2-ethyl-6-(4-methylpiperidin-1-yl)pyridin-3-yl)amino)benzyl)-5-oxopyrrolidine-3-carboxamide